2-Amino-adenosine NC=1N=C(C=2N=CN([C@H]3[C@H](O)[C@H](O)[C@@H](CO)O3)C2N1)N